C(C)(C)(C)OC(CNC(CNC(CN1N=C(C=2C1=NC=CC2C2=C(C=C1C=NN(C1=C2)C)F)C2CCN(CC2)C(CCC(=O)O)=O)=O)=O)=O 4-(4-(1-(2-((2-((2-(tert-butoxy)-2-oxoethyl)amino)-2-oxoethyl)amino)-2-oxoethyl)-4-(5-fluoro-1-methyl-1H-indazol-6-yl)-1H-pyrazolo[3,4-b]pyridin-3-yl)piperidin-1-yl)-4-oxobutanoic acid